C1=CC=C(C=C1)C(=O)NCC2=CC=CO2 N-(2-furylmethyl)benzamide